ClC12CC3C(C(CC(C1)C3)C2)N 5-chloro-2-adamantanamine